BrC1=C(C=CC(=C1)OC)C=1C(=NN(C1)CC)C(F)(F)F 4-(2-Bromo-4-methoxyphenyl)-1-ethyl-3-(trifluoromethyl)-1H-pyrazole